(1-isobutyl-4,4-dimethyl-1,4,5,6-tetrahydropyridin-3-yl)(4-methoxyphenyl)methanone C(C(C)C)N1C=C(C(CC1)(C)C)C(=O)C1=CC=C(C=C1)OC